4-isopropyl-1,3-phenylene diisocyanate C(C)(C)C1=C(C=C(C=C1)N=C=O)N=C=O